(S)-N1-(1-(2-(2-Adamantylamino)-2-oxoethyl)-2-oxo-1,2-dihydropyridin-3-yl)-2-(1-methyl-1H-1,2,3-triazol-5-carboxamido)-5-oxohexandiamid C12C(C3CC(CC(C1)C3)C2)NC(CN2C(C(=CC=C2)NC([C@H](CCC(C(=O)N)=O)NC(=O)C2=CN=NN2C)=O)=O)=O